NC1=NC=CC=C1C1=NC=2C(=NC(=CC2)C2=CC=CC=C2)N1C1=CC=C(CN2CCN(CC2)C(=O)C=2C=CC(=NC2)C#N)C=C1 5-(4-(4-(2-(2-aminopyridin-3-yl)-5-phenyl-3H-imidazo[4,5-b]pyridin-3-yl)benzyl)piperazine-1-carbonyl)picolinonitrile